C(C)OC(=O)C=1NC2=CC=C(C=C2C1)NC([C@H](CC1=CC=CC=C1)NC(C(=O)NC1=C(C=CC(=C1)Cl)N1N=NN=C1)=O)=O (S)-5-(2-(2-((5-chloro-2-(1H-tetrazol-1-yl)phenyl)amino)-2-oxoacetamido)-3-phenylpropionamido)-1H-indole-2-carboxylic acid ethyl ester